COC1=CC=C2C(C(COC2=C1)=CC=1C=NC=CC1)=O 7-Methoxy-3-[1-(3-pyridyl)methylidene]-4-chromanone